FC(CN1N=CC=2C1=NC(=CN2)N2CCC1(CCN(C1=O)C1=NC(=CN=C1C)C(F)(F)F)CC2)F 8-(1-(2,2-difluoroethyl)-1H-pyrazolo[3,4-b]pyrazin-6-yl)-2-(3-methyl-6-(trifluoromethyl)pyrazin-2-yl)-2,8-diazaspiro[4.5]decan-1-one